Isodecylmalat C(CCCCCCC(C)C)OC(C(O)CC(=O)[O-])=O